tert-butyl (2-(2-(methoxymethyl)pyrrolidin-1-yl)ethyl)carbamate COCC1N(CCC1)CCNC(OC(C)(C)C)=O